ClC=1C(=NC=NC1N1CC(C1)O)NC1=NNC2=CC(=CC=C12)[C@@H]1C[C@@]12C(NC1=CC=C(C=C21)OC)=O (1R,2S)-2-(3-{[5-chloro-6-(3-hydroxyazetidin-1-yl)pyrimidin-4-yl]amino}-1H-indazol-6-yl)-5'-methoxyspiro[cyclopropane-1,3'-indol]-2'(1'H)-one